3-(2-(4-(bis(4-methoxyphenyl)amino)phenyl)benzofuran-6-yl)-2-cyanoacrylic acid COC1=CC=C(C=C1)N(C1=CC=C(C=C1)C=1OC2=C(C1)C=CC(=C2)C=C(C(=O)O)C#N)C2=CC=C(C=C2)OC